COC(=O)C=1C(C2=C(NC1C)COC2=O)C2=C(C(=CC=C2)F)C2CC(C2)F.C(C2=CC=CC=C2)SC2=C1C=CN(C(C1=CC=C2)=O)CCOC 5-benzylthio-2-(2-methoxyethyl)isoquinolin-1-one methyl-4-(3-fluoro-2-(3-fluorocyclobutyl)phenyl)-2-methyl-5-oxo-1,4,5,7-tetrahydrofurano[3,4-B]pyridine-3-carboxylate